FC=1C(=CC(=NC1)NC(OC(C)(C)C)=O)C=O TERT-BUTYL 5-FLUORO-4-FORMYLPYRIDIN-2-YLCARBAMATE